2-(2-(5-Cyclopropyl-3-(2,6-dichlorophenyl)isoxazol-4-yl)-7-azaspiro[3.5]non-1-en-7-yl)chinolin C1(CC1)C1=C(C(=NO1)C1=C(C=CC=C1Cl)Cl)C1=CC2(C1)CCN(CC2)C2=NC1=CC=CC=C1C=C2